ClC1=C(C(=NN1C1=CC=CC=C1)C(F)(F)F)C=O 5-CHLORO-1-PHENYL-3-(TRIFLUOROMETHYL)-1H-PYRAZOLE-4-CARBALDEHYDE